(2S,3R)-2-chloromethylpiperidine ClC[C@H]1NCCCC1